4-[4-(4-tert-butylbenzoyl)phenylthio]phenyl-diphenylsulfonium C(C)(C)(C)C1=CC=C(C(=O)C2=CC=C(C=C2)SC2=CC=C(C=C2)[S+](C2=CC=CC=C2)C2=CC=CC=C2)C=C1